C(#N)C=1C=C(C=CC1)CC(C=1SC2=C(N1)C=CC(=C2)OC)NS(=O)(=O)C=2C=C(NC(CNC(OC(C)(C)C)=O)=O)C=CC2 tert-butyl N-[2-[3-[[2-(3-cyanophenyl)-1-(6-methoxy-1,3-benzothiazol-2-yl)ethyl]sulfamoyl]anilino]-2-oxo-ethyl]carbamate